(R)-2-(1-(4',4'-difluoro-2',3',4',5'-tetrahydro-[1,1'-biphenyl]-3-yl)cyclopropyl)-6-(2-hydroxy-2-(3-(trifluoromethyl)phenyl)acetyl)-3,5,6,7,8,9-hexahydro-4H-pyrimido[5,4-c]azepin-4-one FC1(CCC(=CC1)C1=CC(=CC=C1)C1(CC1)C=1NC(C=2CN(CCCC2N1)C([C@@H](C1=CC(=CC=C1)C(F)(F)F)O)=O)=O)F